C1(CCCC1)C(=O)N Cyclopentanamide